tert-butyl (2S,4S)-2-(tert-butyl)-4-methyl-4-(4-((2-oxo-1-(4-(2-oxoethyl)phenyl)-1,2-dihydropyrimidin-4-yl)carbamoyl)piperazine-1-carbonyl)oxazolidine-3-carboxylate C(C)(C)(C)[C@@H]1OC[C@](N1C(=O)OC(C)(C)C)(C(=O)N1CCN(CC1)C(NC1=NC(N(C=C1)C1=CC=C(C=C1)CC=O)=O)=O)C